N[C@@H](CC1=CC=CC=C1)C(=O)OC(C)C isopropyl L-phenylalaninate